C(C)OC1CC(C1)(C1=NN=CN1C)C=1C=C(C=CC1)N1C(C2=CC(=CC(=C2C1)C(F)(F)F)CNC1(CCC1)C)=O 2-(3-((1r,3r)-3-ethoxy-1-(4-methyl-4H-1,2,4-triazol-3-yl)cyclobutyl)phenyl)-6-(((1-methylcyclobutyl)amino)methyl)-4-(trifluoromethyl)isoindolin-1-one